1-(tert-butyl) 3-ethyl (3R,4S)-4-aminopyrrolidine-1,3-dicarboxylate N[C@H]1[C@@H](CN(C1)C(=O)OC(C)(C)C)C(=O)OCC